(2R,3S,4R,5R,6S)-5-hydroxy-2-methoxy-6-methyltetrahydro-2H-pyran-3,4-diyl dibenzoate C(C1=CC=CC=C1)(=O)O[C@@H]1[C@@H](O[C@H]([C@H]([C@H]1OC(C1=CC=CC=C1)=O)O)C)OC